2-[[2,4-dimethylazetidine-1-carbonyl]amino]-4-[2-ethoxyethyl-[4-(5,6,7,8-tetrahydro-1,8-naphthyridin-2-yl)butyl]amino]butanoic acid CC1N(C(C1)C)C(=O)NC(C(=O)O)CCN(CCCCC1=NC=2NCCCC2C=C1)CCOCC